2-(2-(((3H-naphtho[1,2-d]imidazol-2-yl)methyl)amino)ethyl)-N-((3-fluoropyridin-2-yl)methyl)oxazole-4-carboxamide N1=C(NC2=C1C1=CC=CC=C1C=C2)CNCCC=2OC=C(N2)C(=O)NCC2=NC=CC=C2F